1-[2,6-dichloro-4-(trifluoromethyl)phenyl]-5-[(2-methyl-2-propen-1-yl)amino]-4-[(trifluoromethyl)sulfinyl]-1H-pyrazole-3-carbonitrile ClC1=C(C(=CC(=C1)C(F)(F)F)Cl)N1N=C(C(=C1NCC(=C)C)S(=O)C(F)(F)F)C#N